(R)-6'-chloro-2'-oxo-1'-(1-propyl-1H-pyrazol-4-yl)-1,3-dihydrospiro[indene-2,3'-indoline]-5-carboxamide ClC1=CC=C2[C@@]3(C(N(C2=C1)C=1C=NN(C1)CCC)=O)CC1=CC=C(C=C1C3)C(=O)N